N-{4-(4-amino-1H-pyrazol-1-yl)-3-[(2,4-dimethoxybenzyl)sulfamoyl]phenyl}-2-(2-chloro-phenyl)acetamide NC=1C=NN(C1)C1=C(C=C(C=C1)NC(CC1=C(C=CC=C1)Cl)=O)S(NCC1=C(C=C(C=C1)OC)OC)(=O)=O